(7R,14R)-11-(2-(1-aminocyclobutyl)thiazol-5-yl)-6-(methyl-d3)-1-((triisopropylsilyl)ethynyl)-6,7-dihydro-7,14-methanobenzo[f]benzo[4,5]imidazo[1,2-a][1,4]diazocin-5(14H)-one NC1(CCC1)C=1SC(=CN1)C1=CC2=C(N=C3N2[C@H]2C4=C(C(N([C@@H]3C2)C([2H])([2H])[2H])=O)C=CC=C4C#C[Si](C(C)C)(C(C)C)C(C)C)C=C1